C(CCCC)C(C(F)(F)OC(C(CCCCC)(F)F)(F)F)(F)F amyl-1,1,2,2-tetrafluoroethyl ether